7-[2-fluoro-4-[3-(3-oxomorpholin-4-yl)propoxy]phenoxy]-1-methyl-indazole-5-carboxamide FC1=C(OC=2C=C(C=C3C=NN(C23)C)C(=O)N)C=CC(=C1)OCCCN1C(COCC1)=O